IC1=CN=C2N1C=CC(=C2)C=O 3-iodoimidazo[1,2-a]pyridine-7-carbaldehyde